(3R,5'S)-5-chloro-1'-((S)-4-fluoro-4-methyl-2-((methyl-d3)amino)pentyl)-2-oxospiro[indoline-3,3'-pyrrolidine]-5'-carboxamide ClC=1C=C2C(=CC1)NC([C@@]21CN([C@@H](C1)C(=O)N)C[C@H](CC(C)(C)F)NC([2H])([2H])[2H])=O